CN(C1(CCC2(CN(C(N2CCCOC)=O)CC(=O)NC)CC1)C1=CC=CC=C1)C 2-[8-dimethylamino-1-(3-methoxy-propyl)-2-oxo-8-phenyl-1,3-diazaspiro[4.5]decan-3-yl]-N-methyl-acetamide